CC1=NOC(=C1C=1C=NN2C1C=C(C=C2)C=2SC(=C(N2)O)C(=O)OCC)C ethyl 2-[3-(3,5-dimethylisoxazol-4-yl)pyrazolo[1,5-a]pyridin-5-yl]-4-hydroxy-thiazole-5-carboxylate